COC1=CC=C(C=N1)CC12CN(CC(N1)C2)C2=NC=C(C=C2)C2=C1C(=NC=C2)NC=C1C ((6-methoxypyridin-3-yl)methyl)-3-(5-(3-methyl-1H-pyrrolo[2,3-B]pyridin-4-yl)pyridin-2-yl)-3,6-diazabicyclo[3.1.1]heptane